7-Butyl-5-(2,4-dioxo-3-((2-(trimethylsilyl)ethoxy)methyl)-1,3-diazadispiro[4.1.57.15]tridecan-10-yl)-4,6-dioxo-4,5,6,7-tetrahydroisothiazolo[3,4-d]pyrimidine-3-carbonitrile C(CCC)N1C(N(C(C=2C1=NSC2C#N)=O)C2CCC1(CC3(C(N(C(N3)=O)COCC[Si](C)(C)C)=O)C1)CC2)=O